P(=O)(=O)[B] phospho-boron